5-(p-tolyl)-1-[3-(triethoxysilyl)propyl]-1H-tetrazole C1(=CC=C(C=C1)C1=NN=NN1CCC[Si](OCC)(OCC)OCC)C